C(CCCCCCC\C=C/CCCCCCCC)NC(CCCCCCCCCCC(CCCCCC)O)=O N-oleyl-12-hydroxystearic amide